ClC(OC1=CC=C(C=C1)NC(=O)C1=CN(C(C=C1)=O)C1=CC(=CC(=C1)F)F)(F)F N-[4-(Chlorodifluoro-methoxy)phenyl]-1-(3,5-difluorophenyl)-6-oxo-1,6-dihydropyridine-3-carboxamide